C(#N)C1=CC(=C(CSCC2=CC=CC(=N2)OC2CCN(CC2)CC2=NC3=C(N2CC2(CC2)CC#N)C=C(C=C3)C(=O)OC)C=C1)F methyl 2-((4-((6-((4-cyano-2-fluorobenzylthio) methyl) pyridin-2-yl) oxy) piperidin-1-yl) methyl)-1-((1-(cyanomethyl) cyclopropyl) methyl)-1H-benzo[d]imidazole-6-carboxylate